FC1(CC(C1)(C)CN1N=C(C(=C1C(=O)OCC)I)[C@H]1[C@@H](C1)C)F ethyl 1-((3,3-difluoro-1-methylcyclobutyl)methyl)-4-iodo-3-((trans)-2-methylcyclopropyl)-1H-pyrazole-5-carboxylate